FC(C=1C(=C(C=CC1)[C@@H](C)NC=1C2=C(N=C(N1)C)NC(C(=C2)C(=O)NC2=CC=CC=C2)=O)F)F (R)-4-((1-(3-(difluoromethyl)-2-fluorophenyl)ethyl)amino)-2-methyl-7-oxo-N-phenyl-7,8-dihydropyrido[2,3-d]pyrimidine-6-carboxamide